C(#N)C=1C=C(CN2N=CC=C2)C=CC1 1-(3-cyanobenzyl)-1H-pyrazol